C(C)OC(C#C)OCC 3,3-diethoxypropyne